(1S,4R)-N-(2,4-difluorobenzyl)-7-hydroxy-6,8-dioxo-3,4,6,8,12,12a-hexahydro-2H-1,4-methanopyrido[1',2':4,5]pyrazino[1,2-a]pyrimidine-9-carboxamide FC1=C(CNC(=O)C=2C(C(=C3N(CC4N([C@@H]5CCN4C5)C3=O)C2)O)=O)C=CC(=C1)F